tributyloxytitanium monochloride [Cl-].C(CCC)O[Ti+](OCCCC)OCCCC